C(#N)/C(/C(=O)NCCCCC)=C\C=1SC=C(C1)C1=CC=CC2=CC=CC=C12 (E)-2-cyano-3-(4-(naphthalen-1-yl)thiophen-2-yl)-N-pentylacrylamide